C(C)C1CCN(CC1)C1=CC=C(C=C1)NC1CCC(CC1)N N1-(4-(4-ethylpiperidin-1-yl)phenyl)cyclohexane-1,4-diamine